FC1=NC=CC(=N1)C(=O)NC1=C(C=C(C=C1)N1CCN(CC1)C)N1CCC(CC1)C 2-Fluoro-N-(4-(4-methylpiperazin-1-yl)-2-(4-methylpiperidin-1-yl)phenyl)pyrimidine-4-carboxamide